NC1=NC=2C=NC(=CC2C2=C1C=NN2C)C(=O)[O-].[Li+] lithium 4-amino-1-methyl-1H-pyrazolo[4,3-c][1,7]naphthyridine-8-carboxylate